[K+].NCCS(=O)(=O)[O-] taurinate potassium